methyl 4-[2-fluoro-3-(3-piperazin-1-ylazetidin-1-yl)phenoxy]-3-[6-methyl-7-oxo-1-(p-tolylsulfonyl) pyrrolo[2,3-c]pyridin-4-yl]benzoate FC1=C(OC2=C(C=C(C(=O)OC)C=C2)C=2C3=C(C(N(C2)C)=O)N(C=C3)S(=O)(=O)C3=CC=C(C=C3)C)C=CC=C1N1CC(C1)N1CCNCC1